1-(6-Methoxypyridin-3-yl)ethanone COC1=CC=C(C=N1)C(C)=O